3-[N,N-Bis(2-hydroxyethyl)amino]-2-hydroxypropanesulfonic acid OCCN(CCO)CC(CS(=O)(=O)O)O